C(CCC)[Si](O[Si](C)(C)C)(O[Si](C)(C)C)C 3-butyl-1,1,1,3,5,5,5-heptamethyltrisiloxane